2-(1-acryloyl-4-(2-(2-(dimethylamino)ethoxy)-7-(indolin-1-yl)-5,6,7,8-tetrahydroquinazolin-4-yl)piperazin-2-yl)acetonitrile C(C=C)(=O)N1C(CN(CC1)C1=NC(=NC=2CC(CCC12)N1CCC2=CC=CC=C12)OCCN(C)C)CC#N